ethyl 3-(((6-(((3-ethoxy-3-oxopropyl)(methylamino)phosphoryl)oxy)-3'-methyl-4-pentyl-[1,1'-biphenyl]-2-yl)oxy)(methylamino)phosphoryl)propanoate C(C)OC(CCP(=O)(NC)OC1=CC(=CC(=C1C1=CC(=CC=C1)C)OP(=O)(NC)CCC(=O)OCC)CCCCC)=O